O=CC[C@@H](O)[C@H](O)CO (D)-2-deoxyribose